FC=1C(=CC=2C3=C(NC(C2C1)=O)COC[C@H]3N(C(=O)N3CC1=CC=CC=C1C3)C)F (S)-N-(8,9-Difluoro-6-oxo-1,4,5,6-tetrahydro-2H-pyrano[3,4-c]isoquinolin-1-yl)-N-methylisoindoline-2-carboxamide